4-(2,6-dichlorophenyl)-9-hydroxy-6-(3-(methylamino)propyl)pyrrolo[3,4-c]carbazole-1,3(2h,6h)-dione ClC1=C(C(=CC=C1)Cl)C1=CC=2N(C=3C=CC(=CC3C2C2=C1C(NC2=O)=O)O)CCCNC